C1(C(C=C(C2=CC=CC=C12)S(=O)(=O)[O-])=O)=O 1,2-naphthoquinone-4-sulphonate